bis(aminomethyl)tricyclo-[5.2.1.02,6]decane NCC12C3(CCC(C2CCC1)C3)CN